N1=CN=C(C2=C1NC=C2)N[C@@H]2C[C@@H]([C@@H]1[C@H]2OC(O1)(C)C)C(O)C1=CC(=C(C=C1)F)F ((3aR,4R,6R,6aS)-6-((7H-pyrrolo[2,3-d]pyrimidin-4-yl)amino)-2,2-dimethyltetrahydro-4H-cyclopenta[d][1,3]dioxol-4-yl)(3,4-difluorophenyl)methanol